BrC=1C(=CC(=C(C1)N1C=NC=C1)F)[N+](=O)[O-] (5-bromo-2-fluoro-4-nitrophenyl)-1H-imidazole